2-(ethylaminocarbonyl)-6-methyl-7-oxo-6,7-dihydro-1H-pyrrolo[2,3-c]pyridine-4-boronic acid pinacol ester C(C)NC(=O)C1=CC2=C(C(N(C=C2B2OC(C)(C)C(C)(C)O2)C)=O)N1